6-Bromo-4-[(1R)-1-(2-pyridinyl)ethoxy]pyrazolo[1,5-a]pyridine-3-carbonitrile tosylate S(=O)(=O)(O)C1=CC=C(C)C=C1.BrC=1C=C(C=2N(C1)N=CC2C#N)O[C@H](C)C2=NC=CC=C2